buteneamine hydrochloride Cl.C(=CCC)N